O.[C].[Zr] zirconium carbon water